ClC1=NC=C(C(=O)C2C[C@@H](N(CC2)C(=O)OCC2=CC=CC=C2)C)C(=C1F)NC(=O)NC(C(Cl)(Cl)Cl)=O benzyl (2S)-4-(6-chloro-5-fluoro-4-(3-(2,2,2-trichloroacetyl)ureido)nicotinoyl)-2-methylpiperidine-1-carboxylate